3-(4-Bromobenzylidene)-1-(3-fluoropropyl)azetidine BrC1=CC=C(C=C2CN(C2)CCCF)C=C1